FC1=C(C=CC(=C1)OC)C(C=CC1=CC=C(C(=O)O)C=C1)=O 4-[3-(2-Fluoro-4-methoxyphenyl)-3-oxoprop-1-enyl]benzoic acid